N1C2=C(NC(C1=O)=O)C=1C=CC=CC1C1=CC=CC=C12 1,4-dihydrophenanthro[9,10-b]pyrazine-2,3-dione